C(#N)C1=CC=C(C=C1)CO (4-cyanophenyl)methanol